COC1=C(C=C(C=C1)N(C1=NC(=NC2=CC=CC=C12)C)C)C(C(=O)N)C 2-(2-Methoxy-5-(methyl-(2-methylquinazolin-4-yl)amino)phenyl)propanamide